((4-(3,5-bis(trifluoromethyl)phenyl)-1,3-oxazol-2-yl)thio)acetic acid FC(C=1C=C(C=C(C1)C(F)(F)F)C=1N=C(OC1)SCC(=O)O)(F)F